ClC=1C=C2C(C(=COC2=CC1C)C=1C(=C(C=CC1)C)C(C#N)=C)=O 3-(6-chloro-7-methyl-4-oxo-4H-chromen-3-yl)-2-tolylacrylonitrile